CC1=NC(=CC(=C1)C[C@@H]1CN(CCN1C)CC1=CN=C(S1)NC(C)=O)C (R)-N-(5-((3-((2,6-dimethylpyridin-4-yl)methyl)-4-methylpiperazin-1-yl)methyl)thiazol-2-yl)acetamide